C(C)C([C@H](N)C(=O)[O-])C(=O)[O-] beta-ethyl-aspartate